FC=1C=C(C=C(C1NC)F)CO (3,5-Difluoro-4-(methylamino)phenyl)Methanol